Cl.NCC(=O)N[C@H]1CN(C[C@H](C1)C)C1=C2N=CC=NC2=C(C=C1)C#N 2-amino-N-((3R,5S)-1-(8-cyanoquinoxalin-5-yl)-5-methylpiperidin-3-yl)acetamide hydrochloride